3-(5-Chloro-1,3-dimethyl-1H-pyrazol-4-yl)-1-(1,3-dithian-2-yl)-2-phenylprop-2-en-1-one ClC1=C(C(=NN1C)C)C=C(C(=O)C1SCCCS1)C1=CC=CC=C1